NC1=CC=C(C=C1)CCN1C(OC=C1)C=1C(=NN(C1)C1=CC(=C(C=C1)Cl)F)C1=CC=C(C=C1)F 3-(4-aminophenylethyl)-2-(1-(4-chloro-3-fluorophenyl)-3-(4-fluorophenyl)-1H-pyrazol-4-yl)oxazoline